ClC=1C=C(C(=C(C1)O)C1=CC=C2C(=N1)N=C(O2)N[C@H]2CCCN1CCC[C@H]21)C |r| 5-Chloro-3-methyl-2-[2-[[rac-(8S,8aR)-1,2,3,5,6,7,8,8a-octahydroindolizin-8-yl]amino]oxazolo[4,5-b]pyridin-5-yl]phenol